CC1(CC2(C1)CN(CC2)C(C=C)=O)OC=2C=1N(C=C(N2)C=2C=NN(C2)C)N=CC1 ((2r,4s)-2-methyl-2-((6-(1-methyl-1H-pyrazol-4-yl)pyrazolo[1,5-a]pyrazin-4-yl)oxy)-6-azaspiro[3.4]octan-6-yl)prop-2-en-1-one